9-(4-(5-bromopyridin-2-yl)piperazine-1-yl)-6,7-dimethoxynaphtho[2,3-c]furan-1(3H)-one BrC=1C=CC(=NC1)N1CCN(CC1)C1=C2C=C(C(=CC2=CC2=C1C(OC2)=O)OC)OC